NC1=C(C=C(S1)[C@@H]1CCN(C2(CC2)C1)C(=O)OC(C)(C)C)C(N)=O |r| racemic-tert-butyl 7-(5-amino-4-carbamoyl-2-thienyl)-4-azaspiro[2.5]octane-4-carboxylate